CC=C(C=C)C 1,2-dimethyl-1,3-butadiene